1-Ethyl-3-(5-(5-((4-oxo-3,4-dihydrophthalazin-1-yl)methyl)-2-(trifluoromethyl)phenyl)-1H-benzimidazol-2-yl)urea C(C)NC(=O)NC1=NC2=C(N1)C=CC(=C2)C2=C(C=CC(=C2)CC2=NNC(C1=CC=CC=C21)=O)C(F)(F)F